7-[[5-[(3S)-3-(1-hydroxy-1-methyl-ethyl)-1-piperidyl]-2-pyridyl]amino]-4-imidazo[1,2-a]pyridin-3-yl-2,3-dihydropyrrolo[3,4-c]pyridin-1-one OC(C)(C)[C@@H]1CN(CCC1)C=1C=CC(=NC1)NC=1C2=C(C(=NC1)C1=CN=C3N1C=CC=C3)CNC2=O